5-amino-2-[(2,5-dimethyloxazol-4-yl)methyl]-7-(4-fluorophenyl)-8-[2-(hydroxymethyl)-6-methyl-4-pyridyl]-[1,2,4]triazolo[4,3-c]pyrimidin-3-one NC1=NC(=C(C=2N1C(N(N2)CC=2N=C(OC2C)C)=O)C2=CC(=NC(=C2)C)CO)C2=CC=C(C=C2)F